B(O)(O)O.B(O)(O)O.B(O)(O)O.C1(=CC=CC=C1)C=O benzeneformaldehyde triborate